N1C=NC2=CC=CC3=CC=CC1=C23 perimidine